FC1=C(C=C(OC2=CC=C(C=N2)COC2=NC(N3C(N4[C@@]5(CO[C@H](C4)C5)C3)=C2)=O)C=C1)C(F)(F)F (3S,11aR)-7-((6-(4-fluoro-3-(trifluoromethyl)phenoxy)pyridin-3-yl)methoxy)-3,4-dihydro-1H,9H,11H-3,11a-methanopyrimido[6',1':2,3]imidazo[5,1-c][1,4]oxazin-9-one